5-fluoro-N-[3-[(1S)-2-(4-fluoroanilino)-1-methyl-2-oxo-ethyl]-1-bicyclo[1.1.1]pentanyl]-6-methyl-pyridin-1-ium-3-carboxamide FC=1C=C(C=[NH+]C1C)C(=O)NC12CC(C1)(C2)[C@@H](C(=O)NC2=CC=C(C=C2)F)C